7-chloro-3-(4-mercaptophenyl)-2-methylquinazolin-4(3H)-one ClC1=CC=C2C(N(C(=NC2=C1)C)C1=CC=C(C=C1)S)=O